2,3-diphenylpiperazine C1(=CC=CC=C1)C1NCCNC1C1=CC=CC=C1